7-methoxy-1-methyl-1H-benzo[d]Imidazole-5-carboxylic acid ethyl ester C(C)OC(=O)C1=CC2=C(N(C=N2)C)C(=C1)OC